C(C)(=O)O[C@H]1[C@@H](O[C@@H](C1)[C@H](CC)OC(C)=O)N1C(SC2=C1N=C(N=C2)N)=O [(2R,3R,5S)-5-[(1S)-1-acetoxypropyl]-2-(5-amino-2-oxo-thiazolo[4,5-d]pyrimidin-3-yl)tetrahydrofuran-3-yl] acetate